NC1=C(C(=NC=2N1N=C(C2C)C)NCC2=NC(=CC=C2)CC)C#N 7-amino-5-{[(6-ethylpyridin-2-yl)methyl]amino}-2,3-dimethylpyrazolo[1,5-a]pyrimidine-6-carbonitrile